diisopropyl-3,5-dimethoxy-4-hydroxybenzenemalonate C(C)(C)OC(C(C(=O)OC(C)C)C1=CC(=C(C(=C1)OC)O)OC)=O